N-(2-phenylethyl)-glycine C1(=CC=CC=C1)CCNCC(=O)O